((S)-4-hydroxy-3-oxo-1-((S)-2-oxopiperidin-3-yl)butan-2-yl)-2-(2-oxo-2-(o-tolylamino)acetyl)octahydrocyclopenta[c]pyrrole-1-carboxamide OCC([C@@H](C[C@H]1C(NCCC1)=O)C1(N(CC2C1CCC2)C(C(NC2=C(C=CC=C2)C)=O)=O)C(=O)N)=O